6-(1-amino-2-((2-methoxyethyl)sulfinyl)-8-methyl-7,8-dihydro-6H-cyclopenta[d]thieno[2,3-b]pyridin-5-yl)-3-methylpyrimidin-4(3H)-one NC1=C(SC2=NC(=C3C(=C21)C(CC3)C)C3=CC(N(C=N3)C)=O)S(=O)CCOC